8-(4,4-dimethylcyclohexyl)-9-(3-fluoro-5-((1-(3-fluoropropyl)azetidin-3-ylidene)methyl)pyridin-2-yl)-6,7-dihydro-5H-benzo[7]annulene-3-carboxylic acid CC1(CCC(CC1)C=1CCCC2=C(C1C1=NC=C(C=C1F)C=C1CN(C1)CCCF)C=CC(=C2)C(=O)O)C